NC[C@H]1[C@@H](CN(CC1)C(=O)OC(C)(C)C)O tert-butyl (3S,4S)-4-(aminomethyl)-3-hydroxy-1-piperidinecarboxylate